N-(5-(4-(4-propenoylpiperazin-1-yl)quinazolin-6-yl)-2-methoxypyridin-3-yl)-2,6-difluoro-N-methylbenzenesulfonamide C(C=C)(=O)N1CCN(CC1)C1=NC=NC2=CC=C(C=C12)C=1C=C(C(=NC1)OC)N(S(=O)(=O)C1=C(C=CC=C1F)F)C